CN(C(=O)C=1C=2C=CC=C(C2NN2C=3C=CC=CC3C3=CC=CC=C3C21)C2=CC=CC=C2)C 15-(Dimethylcarbamoyl)-11-phenylcinnolino[2,3-f]phenanthridin